C(C)(C)N1CCC(CC1)N1CC2(CN(C2)C2=C(N=C(S2)C2=NNC(=C2CC(F)(F)F)C=2C=C(C=3N(C2)N=CN3)OC)C)C1 5-(6-(1-isopropylpiperidin-4-yl)-2,6-diazaspiro[3.3]hept-2-yl)-2-(5-(8-methoxy-[1,2,4]triazolo[1,5-a]pyridin-6-yl)-4-(2,2,2-trifluoroethyl)-1H-pyrazol-3-yl)-4-methylthiazole